2-((4-(3-((4-bromo-2-fluorophenoxy)methyl)phenoxy)piperidin-1-yl)methyl)-1-((1-isopropyl-1H-imidazol-5-yl)methyl)-1H-benzo[d]imidazole-6-carboxylic acid BrC1=CC(=C(OCC=2C=C(OC3CCN(CC3)CC3=NC4=C(N3CC3=CN=CN3C(C)C)C=C(C=C4)C(=O)O)C=CC2)C=C1)F